2-methylthio-N6-hydroxy-N-methylcarbamoyl-adenosine methyl-(1r,4r)-4-aminocyclohexane-1-carboxylate CC1(CCC(CC1)N)C(=O)OC[C@@H]1[C@H]([C@H]([C@@H](O1)N1C=NC=2C(N(C(NC)=O)O)=NC(=NC12)SC)O)O